CS(=O)(=O)NC=1C=C(C=CC1)NC(=O)C1=CC(=NN1)C1=NC=CC=C1 N-(3-(methylsulfonamido)phenyl)-3-(pyridin-2-yl)-1H-pyrazole-5-carboxamide